ClC1=CC=C(C=C1)N1/C(/SC=C1)=N/C(OCC)=O (Z)-Ethyl (3-(4-chlorophenyl)thiazol-2(3H)-ylidene)carbamate